BrC1=CC=C(C(=N1)N(CC(=O)OCC)[C@@H]1CC[C@H](CC1)N(C1=CC=CC=C1)CC1CC1)[N+](=O)[O-] trans-ethyl 2-[(6-Bromo-3-nitro-2-pyridyl)-[4-[N-(cyclopropylmethyl)anilino]-cyclohexyl]amino]acetate